3-(3',5'-difluoro-[1,1'-biphenyl]-3-yl)isoxazolidine FC=1C=C(C=C(C1)F)C1=CC(=CC=C1)C1NOCC1